N-[(1S)-1-benzyl-3,3,3-trifluoro-1-methyl-propyl]-8-fluoro-quinoline C(C1=CC=CC=C1)[C@](CC(F)(F)F)(C)N1CC=CC2=CC=CC(=C12)F